2-(4-fluorobenzyl)malononitrile FC1=CC=C(CC(C#N)C#N)C=C1